FC=1C=2N(C=CC1)N=C(C2)C2N(CCC1=C2N=CN1)C=1N=CC(=NC1)C(=O)OC methyl 5-[4-(4-fluoropyrazolo[1,5-a]pyridin-2-yl)-4,5,6,7-tetrahydro-1H-imidazo[5,4-c]pyridin-5-yl]pyrazine-2-carboxylate